N2-(2-methoxy-4-(4-methyl-4H-1,2,4-triazol-3-yl)phenyl)-6-methyl-N8-(tetrahydrofuran-3-yl)pyrido[3,4-d]pyrimidine-2,8-diamine COC1=C(C=CC(=C1)C1=NN=CN1C)NC=1N=CC2=C(N1)C(=NC(=C2)C)NC2COCC2